NC1=CC=C(C=C1)C(=C(C1=CC=CC=C1)C1=CC=CC=C1)C1=CC=CC=C1 (4-aminophenyl)-1,2,2-triphenylethylene